(R)-1-(2-ethylpyridin-4-yl)ethane-1,2-diol C(C)C1=NC=CC(=C1)[C@H](CO)O